(R)-N-(3-(2-((6-acetamidopyridin-3-yl)amino)-5-fluoropyrimidin-4-yl)-1H-indol-7-yl)-3-methoxy-2-(4-methylpiperazin-1-yl)propanamide C(C)(=O)NC1=CC=C(C=N1)NC1=NC=C(C(=N1)C1=CNC2=C(C=CC=C12)NC([C@@H](COC)N1CCN(CC1)C)=O)F